N-([2,4'-bipyridin]-5-ylmethyl)-9-isopropyl-2-(pyridin-3-yl)-9H-purin-6-amine N1=C(C=CC(=C1)CNC1=C2N=CN(C2=NC(=N1)C=1C=NC=CC1)C(C)C)C1=CC=NC=C1